C(=O)(O)CCP(=O)(O)CN1CCN(CCN(CC1)CP(=O)(CCC(=O)O)O)CP(=O)(O)CCC(=O)O 3-[[4,7-bis[[2-carboxyethyl(hydroxy)phosphoryl]methyl]-1,4,7-triazonan-1-yl]methyl-hydroxy-phosphoryl]propanoic acid